4-(4-Cyclopropylphenoxy)butanoic acid C1(CC1)C1=CC=C(OCCCC(=O)O)C=C1